BrC1=CC=C2C(=C1)N(CC21CCOCC1)C(=O)OC(C)(C)C tert-Butyl 6-bromospiro[indoline-3,4'-tetrahydropyran]-1-carboxylate